NC1=C(C=C(C#N)C=C1)OC(C)CC 4-amino-3-(sec-butoxy)benzonitrile